5-(bromomethyl)pyrazine-2-carboxylic acid methyl ester COC(=O)C1=NC=C(N=C1)CBr